C(#N)C=1C=C(C=CC1)C(CCC1CC1)(N[S@](=O)C(C)(C)C)C=1C=CC(=C(C1)NC(=O)[C@@H]1N(C[C@@H](C1)O)C(=O)OCC1=CC=CC=C1)F (2R,4R)-benzyl 2-(5-((-)-1-(3-cyanophenyl)-3-cyclopropyl-1-((R)-1,1-dimethylethylsulfinamido)propyl)-2-fluorophenylcarbamoyl)-4-hydroxypyrrolidine-1-carboxylate